CC1=C(N=C(C(=N1)C)C)C Tetramethylpyrazin